1-(4-carboethoxyphenyl)-2-hydroxy-2-methylpropan-1-one C(=O)(OCC)C1=CC=C(C=C1)C(C(C)(C)O)=O